OC12CC3(CC(CC(C1)C3)C2)NCC(=O)N2[C@@H](CCC2)C#N (S)-1-[N-(3-hydroxy-1-adamantyl)glycyl]pyrrolidine-2-carbonitrile